4-(cyclopentylamino)-2-(Methylthio)pyrimidine-5-carbaldehyde C1(CCCC1)NC1=NC(=NC=C1C=O)SC